2,6-bis(9-phenyl-9H-carbazol-2-yl)aniline tert-butyl-N-[1-[(4-aminophenyl)methyl]-4-piperidyl]-N-methyl-carbamate C(C)(C)(C)OC(N(C)C1CCN(CC1)CC1=CC=C(C=C1)N)=O.C1(=CC=CC=C1)N1C2=CC=CC=C2C=2C=CC(=CC12)C1=C(N)C(=CC=C1)C1=CC=2N(C3=CC=CC=C3C2C=C1)C1=CC=CC=C1